(1-(4-(trifluoromethyl)phenyl)isoquinolin-3-yl)methanamine FC(C1=CC=C(C=C1)C1=NC(=CC2=CC=CC=C12)CN)(F)F